CC1=CC=C(C=C1)[SH2+] (4-methylphenyl)-sulfonium